CN(C)C(=N)N=C(N)N The molecule is a member of the class of guanidines that is biguanide the carrying two methyl substituents at position 1. It has a role as a hypoglycemic agent, a xenobiotic and an environmental contaminant. It derives from a biguanide. It is a conjugate base of a metformin(1+).